C(C)(C)(C)OC(=O)N1CC2=CC(=CC=C2CC1)C1=C(C2=C(C(=N1)O)C=CS2)C2=C(C=C(C=C2OCCOC)F)F 7-[7-[2,4-difluoro-6-(2-methoxyethoxy)phenyl]-4-hydroxy-thieno[3,2-c]pyridin-6-yl]-3,4-dihydro-1H-isoquinoline-2-carboxylic acid tert-butyl ester